IC=1C(=NN2C1N=C(C=C2NCC2=CC(=CC=C2)C=2N(C=CN2)C)C(C)(C)O)C 2-(3-iodo-2-methyl-7-((3-(1-methyl-1H-imidazol-2-yl)benzyl)amino)pyrazolo[1,5-a]Pyrimidin-5-yl)propan-2-ol